2-fluoro-1-(2-(2-(((3R,4S)-3-methyl-1-(methylsulfonyl)piperidin-4-yl)amino)-5-(trifluoromethyl)pyrimidin-4-yl)thiazol-5-yl)ethan-1-ol FCC(O)C1=CN=C(S1)C1=NC(=NC=C1C(F)(F)F)N[C@@H]1[C@@H](CN(CC1)S(=O)(=O)C)C